5-(4-((4-fluoro-6-oxo-6,7,8,9-tetrahydro-5H-cyclopenta[c][1,6]naphthyridin-3-yl)methyl)piperazin-1-yl)-N-methylpicolinamide FC=1C(=NC=C2C3=C(C(NC12)=O)CCC3)CN3CCN(CC3)C=3C=CC(=NC3)C(=O)NC